(1R,3S,5R)-N-(bicyclo[4.1.0]heptan-3-yl)-N-((2,3-dihydrobenzofuran-6-yl)methyl)-2-((4-methoxyphenyl)sulfonyl)-2-azabicyclo[3.1.0]hexane-3-carboxamide C12CC(CCC2C1)N(C(=O)[C@H]1N([C@@H]2C[C@@H]2C1)S(=O)(=O)C1=CC=C(C=C1)OC)CC1=CC2=C(CCO2)C=C1